C1(CCCCC1)C([C@@H](C(=O)NC1=C(C=C(C=C1)[C@@H](C(=O)NCC(C)(F)F)C)F)NC(=O)C1=CC=NN1C(C)C)C1CCCCC1 N-((S)-1,1-dicyclohexyl-3-((4-((S)-1-((2,2-difluoropropyl)amino)-1-oxopropan-2-yl)-2-fluorophenyl)amino)-3-oxopropan-2-yl)-1-isopropyl-1H-pyrazole-5-carboxamide